N1CC(=CC2=CC=CN=C12)C(=O)OC(C)(C)C tert-butyl naphthyridine-3(2H)-carboxylate